Ethylisovalerat C(C)OC(CC(C)C)=O